COC1=CC=C(C=C1)NC=1OC2=C(N1)C=CC(=C2)C(=O)OCC Ethyl 2-((4-methoxyphenyl)amino)benzo[d]oxazole-6-carboxylate